3-trifluoromethyl-pyrazin FC(C=1C=NC=CN1)(F)F